3-(DIFLUOROMETHOXY)PYRAZINE-2-CARBOXALDEHYDE FC(OC=1C(=NC=CN1)C=O)F